3-(((3-(dimethylamino)propoxy)carbonyl)oxy)-13-(octanoyloxy)tridecyl-9-pentyltetradecanoate CN(CCCOC(=O)OC(CCOC(CCCCCCCC(CCCCC)CCCCC)=O)CCCCCCCCCCOC(CCCCCCC)=O)C